N[C@H](C(=O)OCC1=CC=CC=C1)CC1=CNC2=CC=CC=C12 (S)-benzyl 2-amino-3-(1H-indol-3-yl)propanoate